FC(N1N=C(C=C1)C1=NC(=NC=C1C(F)(F)F)N[C@@H]1CC[C@H](CC1)N(C(=O)NCC(F)(F)F)C1=NC=C(N=C1)C=1C=NN(C1)C)F 1-(trans-4-((4-(1-(difluoromethyl)-1H-pyrazol-3-yl)-5-(trifluoromethyl)-pyrimidin-2-yl)amino)-cyclohexyl)-1-(5-(1-methyl-1H-pyrazol-4-yl)pyrazin-2-yl)-3-(2,2,2-trifluoroethyl)urea